COC(=O)C12CC(C1)(C2)C=2N=CN(C2C)C[C@H]2OCC2 (S)-3-(5-methyl-1-(oxetan-2-ylmethyl)-1H-imidazol-4-yl)bicyclo[1.1.1]Pentane-1-carboxylic acid methyl ester